NC1=NC(=C(C(=N1)N)C#N)N[C@@H](C)C1=CN(C2=NC=CC(=C21)Cl)C2=CC=CC=C2 (S)-2,4-diamino-6-((1-(4-chloro-1-phenyl-1H-pyrrolo[2,3-b]pyridin-3-yl)ethyl)amino)pyrimidine-5-carbonitrile